IC=1C(OCC1I)C1=CC=CC=C1 3,4-diiodo-2-phenyl-2,5-dihydrofuran